(3-bromo-5-chloro-1-methyl-1H-pyrrolo[3,2-b]pyridin-7-yl)(thiophen-2-ylmethyl)carbamic acid tert-butyl ester C(C)(C)(C)OC(N(CC=1SC=CC1)C1=C2C(=NC(=C1)Cl)C(=CN2C)Br)=O